ClC1=CC=C(C=C1)[C@H]([C@@H]1[C@H]([C@H]([C@@H](C1)N1N=C(C\2=C1NC=N/C2=N/N)C)O)O)O (1S,2R,3R,5R)-3-((S)-(4-chlorophenyl)(hydroxy)methyl)-5-((E)-4-hydrazineylidene-3-methyl-4,7-dihydro-1H-pyrazolo[3,4-d]pyrimidin-1-yl)cyclopentane-1,2-diol